octadeca-9,12-dienoic acid-2-[({[(4-nitrophenyl) oxy] carbonyl} oxy) methyl]-8-(octyloxy)-5-oxo-4,9-dioxaheptadec-1-yl ester [N+](=O)([O-])C1=CC=C(C=C1)OC(=O)OCC(COC(CCCCCCCC=CCC=CCCCCC)=O)COC(CCC(OCCCCCCCC)OCCCCCCCC)=O